5-(1-methyl-1,2,3,4-tetrahydroisoquinolin-6-yl)-N-(4-(methylsulfonyl)phenyl)-2,6-naphthyridin-3-amine CC1NCCC2=CC(=CC=C12)C1=C2C=C(N=CC2=CC=N1)NC1=CC=C(C=C1)S(=O)(=O)C